N[C@@H](C(=O)NC)C (R)-2-amino-N-methylpropanamide